FC(C1=CC=C(C=N1)C1=CN=CC(=N1)NC)F 6-(6-(difluoromethyl)pyridin-3-yl)-N-methylpyrazin-2-amine